N-((3S,4R)-4-((6-(2,6-dichloro-3,5-di-methoxyphenyl)-8-(((tetrahydrofuran-2-yl)methyl)amino)pyrido[3,4-d]pyrimidin-2-yl)amino)-1-methyl-pyrrolidin-3-yl)acrylamide ClC1=C(C(=C(C=C1OC)OC)Cl)C1=CC2=C(N=C(N=C2)N[C@H]2[C@H](CN(C2)C)NC(C=C)=O)C(=N1)NCC1OCCC1